(2S,3R,4R,5S)-1-(2,6-difluoro-4-(trifluoromethyl)phenethyl)-2-(hydroxymethyl)piperidine-3,4,5-triol FC1=C(CCN2[C@H]([C@H]([C@@H]([C@H](C2)O)O)O)CO)C(=CC(=C1)C(F)(F)F)F